1-triethoxysilyl-8-bis(4-methylpiperazin-1-yl)phenylsilyloctane C(C)O[Si](CCCCCCCC[Si](C1=CC=CC=C1)(N1CCN(CC1)C)N1CCN(CC1)C)(OCC)OCC